CN1C(N(C2=C1C(=CC=C2)N2CCC1(CN(C1)C1CCNCC1)CC2)C2C(NC(CC2)=O)=O)=O 3-[3-Methyl-2-oxo-4-[2-(4-piperidyl)-2,7-diazaspiro[3.5]nonan-7-yl]benzimidazol-1-yl]piperidine-2,6-dione